2-(4-((2-(2,6-dioxopiperidin-3-yl)-1,3-dioxoisoindol-4-yl)amino)butoxy)-N-methylacetamide O=C1NC(CCC1N1C(C2=CC=CC(=C2C1=O)NCCCCOCC(=O)NC)=O)=O